2-hydroxy-indol OC=1NC2=CC=CC=C2C1